Acryl chloride C(=O)(C=C)Cl